S(=O)(=O)(O)C1=C(C=C(C(=O)O)C(=C1)S(=O)(=O)O)C(=O)O 4,6-disulphoisophthalic acid